2-(4-methoxyphenyl)-3-oxo-N-(tosylmethyl)isoindoline-1-carboxamide COC1=CC=C(C=C1)N1C(C2=CC=CC=C2C1=O)C(=O)NCS(=O)(=O)C1=CC=C(C)C=C1